N-(2-nitrophenyl)morpholine-4-sulfonamide [N+](=O)([O-])C1=C(C=CC=C1)NS(=O)(=O)N1CCOCC1